trans-4-((5-fluoro-4-(3-(3-oxomorpholino)phenyl)pyrimidin-2-yl)amino)cyclohexane-1-carboxylic acid FC=1C(=NC(=NC1)N[C@@H]1CC[C@H](CC1)C(=O)O)C1=CC(=CC=C1)N1C(COCC1)=O